2,3-dioxaxanthenone C=1OOC=C2OC3=CC=CC=C3C(C12)=O